1-palmitoyl-2-linoleoyl-3-chloropropanediol CCCCCCCCCCCCCCCC(=O)C(C(CCl)C(=O)CCCCCCC/C=C\C/C=C\CCCCC)(O)O